FC1=C2CCNC(C2=CC=C1NC1=NC=C(C(=N1)N[C@H](CO)C1=CC=CC=C1)C=1OC(=NN1)C)=O (S)-5-fluoro-6-((4-((2-hydroxy-1-phenylethyl)amino)-5-(5-methyl-1,3,4-oxadiazol-2-yl)pyrimidin-2-yl)amino)-3,4-dihydroisoquinolin-1(2H)-one